[Cu](Br)Br.[Pr] praseodymium copper bromide